((2R,3S,4R,5R)-5-(4-aminopyrrolo[2,1-f][1,2,4]triazin-7-yl)-5-cyano-4-hydroxy-3-(((isopropoxycarbonyl)oxy)methoxy) tetrahydrofuran-2-yl)methyl 2-cyclohexyl-2-methylpropanoate C1(CCCCC1)C(C(=O)OC[C@H]1O[C@@]([C@@H]([C@@H]1OCOC(=O)OC(C)C)O)(C#N)C1=CC=C2C(=NC=NN21)N)(C)C